(acryloyloxy)-2-(hydroxymethyl)butyl methacrylate C(C(=C)C)(=O)OCC(CCOC(C=C)=O)CO